C(#N)C=1C=C(C=CC1OC(C)C)C1=CN(C2=NC=CC(=C21)OC2=C(C=C(C=C2)NC(OC2=CC=CC=C2)=O)C(F)(F)F)COCC[Si](C)(C)C phenyl {4-[(3-{3-cyano-4-[(propan-2-yl)oxy]phenyl}-1-{[2-(trimethylsilyl)ethoxy]methyl}-1H-pyrrolo[2,3-b]pyridin-4-yl)oxy]-3-(trifluoromethyl)phenyl}carbamate